4-(2-(6-(2-iodophenyl)-4-methyl-1,1-dioxido-1,2,6-thiadiazinan-2-yl)acetamido)adamantan-1-carboxamide IC1=C(C=CC=C1)N1CC(CN(S1(=O)=O)CC(=O)NC1C2CC3(CC(CC1C3)C2)C(=O)N)C